3-(Boc-amino)-3-methylpyrrolidine C(=O)(OC(C)(C)C)NC1(CNCC1)C